N1=CC(=CC=C1)C1(OC(=C(C1=O)O[Si](C)(C)C)N)C 2-(3-pyridinyl)-2-methyl-4-trimethylsiloxy-5-amino-3(2H)-furanone